ClC1=CC=C(C=C1)C#CC1=CC=C(OC2=C(N=NN2)C(=O)O)C=C1 5-(4-(2-(4-chlorophenyl)ethynyl)phenoxy)-1H-1,2,3-triazole-4-carboxylic acid